CN(CCC(=O)NC(C(=O)O)CC)C 2-[3-(dimethylamino)propanamido]Butyric acid